N-(3-hydroxypropyl)pyrazine-2-carboxamide OCCCNC(=O)C1=NC=CN=C1